1,2,3-thiadiazole-5-carboxamide S1N=NC=C1C(=O)N